Bis(4-t-butylcyclohexyl)peroxydicarbon C(C)(C)(C)C1CCC(CC1)[C](OO[C])C1CCC(CC1)C(C)(C)C